C(C1=CC=CC=C1)N1C2=NC=NC(=C2N=C1C=1C(=CC(=NC1)OCCCN1CCOCC1)C)OC1(CC1)C 4-(3-((5-(9-benzyl-6-(1-methylcyclopropoxy)-9H-purin-8-yl)-4-methylpyridin-2-yl)oxy)propyl)morpholine